C(C)(C)(C)C=1NC(=C(N1)C=1C=C2N=CC=NC2=CC1)C1=NC(=CC=C1)C 6-[2-tert-butyl-5-(6-methylpyridin-2-yl)-1H-imidazol-4-yl]-quinoxaline